tert-butyl N-[(1S)-2-(3-carbamimidoylphenyl)-1-{[(1S,2S)-2-methyl-1-(methylcarbamoyl)butyl]-carbamoyl}ethyl]carbamate C(N)(=N)C=1C=C(C=CC1)C[C@@H](C(N[C@@H]([C@H](CC)C)C(NC)=O)=O)NC(OC(C)(C)C)=O